N1(C=NC=C1)CC(=O)NC1=CC(=C(C(=O)OCC)C=C1)OCCCO[C@H]1O[C@H]2[C@@]34C([C@@H](CC[C@H]3[C@H]1C)C)CC[C@@](OO4)(O2)C Ethyl 4-(2-(1H-imidazol-1-yl)acetamido)-2-(3-(((3R,6R,8aS,9R,10S,12R,12aR)-3,6,9-trimethyldecahydro-12H-3,12-epoxy[1,2]dioxepino[4,3-i]isochromen-10-yl)oxy)propoxy)benzoate